ClC1=NC=C(C(=N1)C=1C=C2C(NC3(C2=CC1)CC3)=O)F 5'-(2-chloro-5-Fluoropyrimidin-4-yl)spiro[cyclopropane-1,1'-isoindoline]-3'-one